ClC1=NC(=NC(=C1)C)NC(=O)NC1=CC=C(C=C1)OC(F)(F)F 1-(4-chloro-6-methyl-2-pyrimidinyl)-3-(p-trifluoromethoxyphenyl)urea